NC1=C(C(N(C2=CC(=CC=C12)C(F)(F)F)C1=CC=C(C=C1)C#C[Si](C)(C)C)=O)C(=O)OC methyl 4-amino-2-oxo-7-(trifluoromethyl)-1-(4-(2-(trimethylsilyl)ethynyl) phenyl)-1,2-dihydroquinoline-3-carboxylate